4-(5-(aminomethyl)-1,3,4-thiadiazol-2-yl)phenol hydrochloride Cl.NCC1=NN=C(S1)C1=CC=C(C=C1)O